6-oxo-1,6-dihydro-pyridazine-3-carboxamide O=C1C=CC(=NN1)C(=O)N